1-(2-aminoethyl)biguanide NCCNC(=N)NC(=N)N